methyl-1-[6-methyl-4-(trifluoromethyl)-2-pyridyl]-2,3-dihydropyrrolo[3,2-c]pyridine-2-carboxamide CC1(CC=2C=NC=CC2N1C1=NC(=CC(=C1)C(F)(F)F)C)C(=O)N